N-(7-chloro-6-(1-(4-hydroxy-3-methyltetrahydrofuran-3-yl)piperidin-4-yl)isoquinolin-3-yl)-2-(1-methyl-5-(trifluoromethyl)-1H-pyrazol-4-yl)cyclopropane-1-carboxamide ClC1=C(C=C2C=C(N=CC2=C1)NC(=O)C1C(C1)C=1C=NN(C1C(F)(F)F)C)C1CCN(CC1)C1(COCC1O)C